3-Bromo-6-methyl-5H-pyrrolo[2,3-b]pyrazine BrC1=CN=C2C(=N1)NC(=C2)C